The molecule is a primary nitroalkane that is heptane substituted by a nitro group at position 1. It has a role as a human urinary metabolite. It derives from a hydride of a heptane. CCCCCCC[N+](=O)[O-]